C(C)[C@]1(C(OCC=2C(N3CC=4C(=NC=5C=CC(=CC5C4CC)C(=O)OC(C)(C)C)C3=CC21)=O)=O)O (S)-tert-butyl (4,11-diethyl-4-hydroxy-3,14-dioxo-3,4,12,14-tetrahydro-1H-pyrano[3',4':6,7]indolizino[1,2-b]quinolin-9-yl)carboxylate